C(C1CCC=CC1)=O 1,2,3,6-tetrahydrobenzaldehyde